COCC(C)N1C(C=CC=C1)=O 1-(2-methoxy-1-methylethyl)-1H-pyridin-2-one